BrC1=CC(=C(CNCC2=C(C=NC3=CC(=C(C=C23)F)OC)NCC(F)(F)F)C(=C1)F)F 4-(((4-bromo-2,6-difluorobenzyl)amino)methyl)-6-fluoro-7-methoxy-N-(2,2,2-trifluoroethyl)-quinoline-3-amine